OC1=C(C(=O)C2=CC=CC=C2)C=C(C(=C1)O)C(=O)C=CC1=CC=CC=C1 2,4-dihydroxy-5-(phenylacryl)benzophenone